CS(=O)(=O)CC12CN(C(CC1)C2)C(=O)OC(C)(C)C tert-Butyl 4-(Methylsulfonylmethyl)-2-azabicyclo[2.2.1]heptane-2-carboxylate